[Ti].[Co].[Ti] titanium-cobalt-titanium